5'-(difluoromethoxy)-2,2'-difluoro-6-hydroxy-biphenyl FC(OC=1C=CC(=C(C1)C1=C(C=CC=C1O)F)F)F